methyl (S)-4,4,4-trifluoro-2-(8-methoxy-9-(2-methyl-2H-tetrazol-5-yl)-1-(2,2,2-trifluoroethyl)-5,6-dihydropyrrolo[2,1-a]isoquinoline-3-carboxamido)-2-methylbutanoate FC(C[C@](C(=O)OC)(C)NC(=O)C1=CC(=C2N1CCC1=CC(=C(C=C21)C=2N=NN(N2)C)OC)CC(F)(F)F)(F)F